(3-chloro-2-fluorophenyl)-3-oxopropanenitrile ClC=1C(=C(C=CC1)C(C#N)C=O)F